S1N=NC(=C1)C(=O)N thiadiazol-carboxamide